ClC1=C(CC2=CC=CC3=C2NC(=NS3(=O)=O)NCC3=C(C=CC=C3)Cl)C=CC=C1 5-(2-chlorobenzyl)-3-((2-chlorobenzyl)amino)-4H-benzo[e][1,2,4]thiadiazine 1,1-dioxide